C[Si](CCOCN1N=C(C2=CC=CC=C12)C(=O)O)(C)C 1-((2-(trimethylsilyl)ethoxy)-methyl)-1H-indazole-3-carboxylic acid